(S)-2-((4-(6-(quinolin-8-ylmethoxy)pyridin-2-yl)piperidin-1-yl)methyl)-3-(oxetane-2-ylmethyl)-3H-imidazo[4,5-b]pyridine-5-carboxylic acid N1=CC=CC2=CC=CC(=C12)COC1=CC=CC(=N1)C1CCN(CC1)CC1=NC=2C(=NC(=CC2)C(=O)O)N1C[C@H]1OCC1